Cyclopentyl-2-((3-(2,4-dimethyl-1H-imidazol-1-yl)-5-(trifluoromethyl)phenyl)amino)-N-ethyl-N-methyl-7H-pyrrolo[2,3-d]pyrimidine-6-carboxamide C1(CCCC1)C=1C2=C(N=C(N1)NC1=CC(=CC(=C1)C(F)(F)F)N1C(=NC(=C1)C)C)NC(=C2)C(=O)N(C)CC